6-chloro-3,3-dimethyl-2,3-dihydro-1H-pyrrolo[3,2-b]pyrrole ClC1=CNC2=C1NCC2(C)C